FC(COCC(C(C)F)F)C(C)F 2,3-difluorobutyl ether